NC(C)(C)C1=CC(=NC(=C1)C1=CC=C(C=C1)F)OC1[C@@H]2CN(C[C@H]12)C(=O)C=1C(=NN(C1)C=1N=CSC1)C ((1R,5S,6s)-6-((4-(2-aminopropan-2-yl)-6-(4-fluorophenyl)pyridin-2-yl)oxy)-3-azabicyclo[3.1.0]hexan-3-yl)(3-methyl-1-(thiazol-4-yl)-1H-pyrazol-4-yl)methanone